methyl 8-(benzyloxy)-[1,2,4]triazolo[4,3-a]pyridine-6-carboxylate C(C1=CC=CC=C1)OC=1C=2N(C=C(C1)C(=O)OC)C=NN2